Cis-2-butene-1,4-diol C(\C=C/CO)O